OC1(CCN(CC1)C(C[C@@H](C)C1=CC=CC=C1)=O)CN1C=NC=2C(C1=O)=NN(C2C=2C=C1CCC(C1=CC2)O)C 6-((4-hydroxy-1-((R)-3-phenylbutyryl)piperidin-4-yl)methyl)-3-(1-hydroxy-2,3-dihydro-1H-inden-5-yl)-2-methyl-2,6-dihydro-7H-pyrazolo[4,3-d]pyrimidin-7-one